N1(CCNCC1)CCN1CCN(CC1)CCN 4-[2-(1-piperazinyl)ethyl]-1-piperazine-ethaneamine